FC1=C(C=C(C=C1F)C)C1=CC(=C(N=N1)NC1C[C@@H]2[C@@H](CN(C2)CC2CCOCC2)C1)C(F)(F)F (3aR,5s,6aS)-N-(6-(2,3-difluoro-5-methylphenyl)-4-(trifluoromethyl)pyridazin-3-yl)-2-((tetrahydro-2H-pyran-4-yl)methyl)octahydro-cyclopenta[c]pyrrol-5-amine